ClC=1C=C(C=CC1Cl)NC(=O)[C@@H]1[C@H]2C[C@@H]([C@@H]([C@@H]1C1=CC=NC=C1)O2)O |r| rac-(1R,2S,3S,4R,5S)-N-(3,4-dichlorophenyl)-5-hydroxy-3-(pyridin-4-yl)-7-oxabicyclo[2.2.1]Heptane-2-carboxamide